di-tert-butyl-(S)-2-chloro-6a-(difluoromethyl)-6-oxo-6a,7,9,10-tetrahydro-5H-pyrazino[1',2':4,5]pyrazino[2,3-c]pyridazine C(C)(C)(C)N1C([C@]2(N(C=3C1=NN=C(C3C(C)(C)C)Cl)CCNC2)C(F)F)=O